FC1=C(C=C(C=N1)NC(=O)C1=C(N(C(=C1C)C(C(=O)N[C@H]1C[C@@H](CC1)O)=O)C)C)C N-(6-fluoro-5-methylpyridin-3-yl)-5-(2-(((1R,3R)-3-hydroxycyclopentyl)amino)-2-oxoacetyl)-1,2,4-trimethyl-1H-pyrrole-3-carboxamide